C(C)(C)(C)C=1C=C(NN1)NC(=O)NC1=CC=C(C=C1)N1C=NC2=C1C=CC(=C2)OCCOCC#C 1-(5-Tert-butyl-2H-pyrazol-3-yl)-3-{4-[5-(2-prop-2-ynyloxy-ethoxy)-benzoimidazol-1-yl]-phenyl}-urea